ClC1=CC(=C(N=N1)C(=O)O)NC1=C(C(=CC=C1)C1=NN(C=N1)C1COC1)OC 6-chloro-4-((2-methoxy-3-(1-(oxetan-3-yl)-1H-1,2,4-triazol-3-yl)phenyl)amino)pyridazine-3-carboxylic acid